BrC=1C=C(C=CC1)C(CCOC(CO)(C)C)OC1OCCCC1 2-(3-(3-bromophenyl)-3-((tetrahydro-2H-pyran-2-yl)oxy)propoxy)-2-methylpropan-1-ol